N-(3-(3-(1H-imidazol-2-yl)-1H-indazol-6-yl)-2,4-difluorophenyl)-2,5-dichlorobenzenesulfonamide N1C(=NC=C1)C1=NNC2=CC(=CC=C12)C=1C(=C(C=CC1F)NS(=O)(=O)C1=C(C=CC(=C1)Cl)Cl)F